BrC=1C=C(C=CC1)N(C(OCC1=CC=CC=C1)=O)C benzyl (3-bromophenyl)(methyl)carbamate